C(C)C1=C(C=CC=C1F)NC(=S)C=1C(NCCC1)=O N-(2-ethyl-3-fluorophenyl)-2-oxo-1,2,5,6-tetrahydropyridine-3-thiocarboxamide